4-((3-(8-(1-((1-methylpiperidin-4-yl)amino)ethyl)-5,6-dihydro-4H-pyrrolo[3,2,1-ij]quinolin-2-yl)prop-2-yn-1-yl)amino)benzenesulfonamide CN1CCC(CC1)NC(C)C=1C=C2CCCN3C2=C(C1)C=C3C#CCNC3=CC=C(C=C3)S(=O)(=O)N